NC([C@H](C[C@H]1C(NCC1)=O)NC(=O)[C@H]1N([C@@H]2CC([C@H]1CC2)(F)F)C(=O)C2(C1=CC=CC=C1C=1C=CC=CC21)O)=O (1S,3S,4S)-N-[(1S)-2-amino-2-oxo-1-[[(3S)-2-oxopyrrolidin-3-yl]methyl]ethyl]-5,5-difluoro-2-(9-hydroxyfluorene-9-carbonyl)-2-azabicyclo[2.2.2]octane-3-carboxamide